(benzyl)-alanine C(C1=CC=CC=C1)N[C@@H](C)C(=O)O